2-ETHYLTHIO-5-TRIFLUOROMETHYLPYRIDINE-3-BORONIC ACID C(C)SC1=NC=C(C=C1B(O)O)C(F)(F)F